(2S)-3-Methoxy-N-(3-{2-[(3-methoxy-1-methyl-1H-pyrazol-4-yl)amino]pyrimidin-4-yl}-1H-indol-7-yl)-2-(4-methylpiperazin-1-yl)propanamide COC[C@@H](C(=O)NC=1C=CC=C2C(=CNC12)C1=NC(=NC=C1)NC=1C(=NN(C1)C)OC)N1CCN(CC1)C